5-(2-(2-(3-fluorophenyl)pyrrolidin-1-yl)pyrazolo[1,5-a]pyrimidin-3-yl)-1-methyl-6-oxo-1,6-dihydropyridazine-3-carboxamide FC=1C=C(C=CC1)C1N(CCC1)C1=NN2C(N=CC=C2)=C1C1=CC(=NN(C1=O)C)C(=O)N